FC=1C=C(NC2=CC3=C(C(=N2)C(=O)NC2C(CC2)(C)C)OCO3)C=C(C1)F 6-(3,5-difluoroanilino)-N-(2,2-dimethylcyclobutyl)-[1,3]dioxolo[4,5-c]pyridine-4-carboxamide